FC(C=1C=C(C=CC1F)C=1C=C2C(=NC1)C=NN2CC=2OC(=CN2)C)F 2-[[6-(3-(Difluoromethyl)-4-fluoro-phenyl)pyrazolo[4,3-b]pyridin-1-yl]methyl]-5-methyl-oxazole